2-(4-{[(3r,5r)-5-fluoropiperidin-3-yl]amino}pyrido[3,4-d]pyridazin-1-yl)-5-(trifluoromethyl)phenol F[C@@H]1C[C@H](CNC1)NC=1N=NC(=C2C1C=NC=C2)C2=C(C=C(C=C2)C(F)(F)F)O